BrC=1C=C(C=CC1)N1C=CC2=C1N=C(N=C2)NC2=CC(=C(C=C2)OC2CCN(CC2)C)C(F)(F)F 7-(3-bromophenyl)-N-(4-((1-methylpiperidin-4-yl)oxy)-3-(trifluoromethyl)phenyl)-7H-pyrrolo[2,3-d]pyrimidin-2-amine